C(C)(C)(C)OC(=O)N1C(=C(C=2C1=CN=C(C2F)C2CCN(CC2)C(=O)OC(C)(C)C)C(C)C)C=2C=C(C=1N(C2)N=CN1)OC 5-(1-(tert-Butoxycarbonyl)piperidin-4-yl)-4-fluoro-3-isopropyl-2-(8-methoxy-[1,2,4]triazolo[1,5-a]pyridin-6-yl)-1H-pyrrolo[2,3-c]pyridine-1-carboxylic acid tert-butyl ester